2-cyclohexyl-7-fluoro-6-nitroquinazolin-4(3H)-one C1(CCCCC1)C1=NC2=CC(=C(C=C2C(N1)=O)[N+](=O)[O-])F